C(C)(C)(C)OC(=O)NC=1SC=C(N1)/C(/C(=O)O)=C/CC (Z)-2-(2-tert-butoxycarbonylamino-4-thiazolyl)-2-pentenoic acid